CC(=CCC=1C(=C(C(=O)O)C(=CC1O)CCCCC)O)C(C)C 3-(3,4-dimethylpent-2-en-1-yl)-2,4-dihydroxy-6-pentylbenzoic acid